NC1=CC2=C(N(C([C@H](O2)C)=O)CC2=CC(=CC=C2)C(F)F)C=C1F (2R)-7-amino-4-{[3-(difluoromethyl)phenyl]methyl}-6-fluoro-2-methyl-2H-1,4-benzoxazin-3-one